ClC=1C(=NC(=NC1)NC1=C(C=C(C(=C1)Cl)N1CCN(CC1)C)OC)NC=1C(=NC=CC1)N1C(CCC1)=O 1-(3-((5-chloro-2-((5-chloro-2-methoxy-4-(4-methylpiperazin-1-yl)phenyl)amino)pyrimidin-4-yl)amino)pyridin-2-yl)pyrrolidin-2-one